3-Propanamido-N-[4-(trifluoromethyl)phenyl]piperidine-1-carboxamide C(CC)(=O)NC1CN(CCC1)C(=O)NC1=CC=C(C=C1)C(F)(F)F